Triaminotriazine C1(=NC(=NC(=N1)N)N)N